CC=1N=C(OC1C)C(C(=O)C1=CC=CC=N1)(C)C 6-[2-(4,5-dimethyl-1,3-oxazol-2-yl)-2-methylpropionyl]pyridine